tridecapropylene glycol monotosylate S(=O)(=O)(O)C1=CC=C(C)C=C1.CC(COC(C)COC(C)COC(C)COC(C)COC(C)COC(C)COC(C)COC(C)COC(C)COC(C)COC(C)COC(C)CO)O